C1(CC1)C([C@@H](C(=O)NC1=NC(=C(C=C1)C=1C(=NNC1C)CC)F)NC(=O)C=1N(N=CC1)CCC)C1CC1 N-[(1S)-1-(dicyclopropylmethyl)-2-[[5-(3-ethyl-5-methyl-1H-pyrazol-4-yl)-6-fluoro-2-pyridyl]amino]-2-oxo-ethyl]-2-propyl-pyrazole-3-carboxamide